2-amino-5-(1-methyl-1H-pyrazol-4-yl)phenylphosphine oxide NC1=C(C=C(C=C1)C=1C=NN(C1)C)[PH2]=O